ethyl 5-chloro-6-bromopyrazolo[1,5-a]pyrimidin-3-carboxylate ClC1=NC=2N(C=C1Br)N=CC2C(=O)OCC